CN(C)CCCN1C2=CC=CC=C2C=2C=C(C=CC12)C=O N-(3-(N,N-dimethylamino)propyl)-carbazole-3-carbaldehyde